4-[(5S)-5-(3,5-dichlorophenyl)-4,5-dihydro-5-(trifluoromethyl)-3-isoxazolyl]-2-methyl-N-(cis-1-oxo-3-thietanyl)-benzamide ClC=1C=C(C=C(C1)Cl)[C@@]1(CC(=NO1)C1=CC(=C(C(=O)NC2CS(C2)=O)C=C1)C)C(F)(F)F